C[C@H]1[C@H]([C@H]([C@@H]([C@@H](O1)O[C@@H]2[C@H]([C@@H](O[C@@H]([C@H]2O[C@H]3[C@@H]([C@H]([C@H]([C@H](O3)CO)O)O[C@H]4[C@@H]([C@H]([C@@H]([C@H](O4)CO)O[C@H]5[C@@H]([C@H]([C@H]([C@H](O5)CO)O)O[C@H]6[C@@H]([C@H]([C@@H]([C@H](O6)CO)O[C@H]7[C@@H]([C@H]([C@H]([C@H](O7)CO[C@@]8(C[C@@H]([C@H]([C@@H](O8)[C@@H]([C@@H](CO)O)O)NC(=O)C)O)C(=O)O)O)O)O)O)NC(=O)C)O)O[C@H]9[C@H]([C@@H]([C@@H]([C@@H](O9)C)O)O)O)NC(=O)C)O)CO)O)NC(=O)C)O)O)O The molecule is an amino nonasaccharide comprising a sequence of alpha-sialyl, beta-D-galactosyl, N-acetyl-beta-D-glucosaminyl, beta-D-galactosyl, N-acetyl-beta-D-glucosaminyl, beta-D-galactosyl and N-acetyl-beta-D-glucosamine residues connected by (2->6), (1->4), (1->3), (1->4), (1->3), (1->4) and (1->3) linkages respectively, to the reducing-end and proximal N-acetyl-beta-D-glucosaminyl residues of which are also (1->3)-linked alpha-L-fucosyl residues. It has a role as an epitope. It is an amino nonasaccharide and a glucosamine oligosaccharide.